C(C1=CC=CC=C1)(=O)OCNC(=O)[C@@H]1N(CC(C1)C1=CC(=C(C=C1)OC(F)F)OCC1CC1)C(C)=O (((2R)-1-acetyl-4-(3-(cyclopropylmethoxy)-4-(difluoromethoxy) phenyl) pyrrolidine-2-carboxamido) methyl) benzoate